COC(=O)C=1SC=C(C1NC(C[N+]1(CCC(CC1)(C)C)CC(=O)NC1=C(SC=C1C)C(NCCNC)=O)=O)C 1-(2-((2-(methoxycarbonyl)-4-methylthiophen-3-yl)amino)-2-oxoethyl)-4,4-dimethyl-1-(2-((4-methyl-2-((2-(methylamino)ethyl)carbamoyl)thiophen-3-yl)amino)-2-oxoethyl)piperidin-1-ium